methyl 2-[(1S)-2-[tert-butyl(dimethyl)silyl]oxy-1-methyl-ethyl]pyrazole-3-carboxylate [Si](C)(C)(C(C)(C)C)OC[C@H](C)N1N=CC=C1C(=O)OC